lead-tin-silver-indium [In].[Ag].[Sn].[Pb]